ethyl-ruthenium C(C)[Ru]